Formylamine C(=O)N